(+/-)-isopropyl (1S,3S)-3-((6-(5-(((cyclopentyl(methyl)carbamoyl)oxy)methyl)-1-methyl-1H-pyrazol-4-yl)-2-methoxypyridin-3-yl)oxy)cyclohexane-1-carboxylate C1(CCCC1)N(C(=O)OCC1=C(C=NN1C)C1=CC=C(C(=N1)OC)O[C@@H]1C[C@H](CCC1)C(=O)OC(C)C)C |r|